NC=1C=CC=C2C(C=COC12)=O 8-amino-4-oxo-4H-chromen